FC1=CC=C(C=C1)CON1N=C(C=C1)C1CCN(CC1)CC1=NC2=C(N1C[C@H]1OCC1)C=C(C=C2)C(=O)O 2-[(4-{1-[(4-fluorophenyl)methoxy]-1H-pyrazol-3-yl}piperidin-1-yl)methyl]-1-{[(2S)-oxetan-2-yl]methyl}-1H-benzimidazole-6-carboxylic acid